hypochlorous acid (hypochlorite) ClO.ClO